sodium 2-hydroxy-5-oxoproline salt O[C@@]1(NC(CC1)=O)C(=O)[O-].[Na+]